1-(3-{(1R)-1-[(6-bromo-2,7-dimethylpyrido[2,3-d]pyrimidin-4-yl)amino]ethyl}-2-fluorophenyl)-1,1-difluoro-2-methylpropan-2-ol BrC1=CC2=C(N=C(N=C2N[C@H](C)C=2C(=C(C=CC2)C(C(C)(O)C)(F)F)F)C)N=C1C